7-fluoro-2-hydroxy-4-isopropylcyclohepta-2,4,6-trien-1-one FC1=CC=C(C=C(C1=O)O)C(C)C